5-bromothieno[3,2-b]thiophene-2-carboxylic acid BrC1=CC=2SC(=CC2S1)C(=O)O